C(C)N1N=C(C=C1)C[C@@H]1COC2=CC(=CC=C2[C@H]1O)C1=C(C=CC=C1)NS(=O)(=O)C(F)(F)F N-(2-((3R,4S)-3-((1-ethyl-1H-pyrazol-3-yl)methyl)-4-hydroxychroman-7-yl)phenyl)-1,1,1-trifluoromethanesulfonamide